ClC=1C=C(C=C(C1OC=1N=NC(=C(C1)C1CCCCC1)Cl)Cl)N1N=C(C(NC1=O)=O)C#N 2-(3,5-Dichloro-4-((6-chloro-5-cyclohexylpyridazin-3-yl)oxy)phenyl)-3,5-dioxo-2,3,4,5-tetrahydro-1,2,4-triazine-6-carbonitrile